bis(3,5-di-tert-butyl-4-methoxyphenyl)phosphino-2',3'-dihydrospiro[chromane-4,1'-indene] C(C)(C)(C)C=1C=C(C=C(C1OC)C(C)(C)C)P(C1=CC(=C(C(=C1)C(C)(C)C)OC)C(C)(C)C)C1C2(C3=CC=CC=C3C1)CCOC1=CC=CC=C12